2'-Chloro-7',8'-dihydrospiro[cyclohexane-1,9'(6'H)-pyrazino[1',2':1,5]pyrrolo[2,3-d]pyrimidin]-6'-one ClC=1N=CC2=C(N1)N1C(=C2)C(NCC12CCCCC2)=O